C(C)(C)(C)OC(=O)N1CCC=2C=CC(=NC2C1)OCC1=CC=CC=C1 (benzyloxy)-5,8-dihydro-1,7-naphthyridine-7(6H)-carboxylic acid tert-butyl ester